COC1=CC=C(C=C1)C1=NC(=NC(=N1)C1=CC=C(C=C1)OC)NC1=CC=C(C=C1)/C=C/C(=O)O (E)-3-(4-((4,6-bis(4-methoxyphenyl)-1,3,5-triazin-2-yl)amino)phenyl)acrylic acid